1-((tert-Butyldiphenylsilyl)oxy)octan-2-yl 5-(1,2-dithiolan-3-yl)pentanoate [1-((tert-Butyldiphenylsilyl)oxy)octan-2-yl 5-(1,2-dithiolan-3-yl)pentanoate] [Si](C1=CC=CC=C1)(C1=CC=CC=C1)(C(C)(C)C)OCC(CCCCCC)C(C(=O)O)CCCC1SSCC1.S1SC(CC1)CCCCC(=O)OC(CO[Si](C1=CC=CC=C1)(C1=CC=CC=C1)C(C)(C)C)CCCCCC